4-(4-Amino-2-methyl-phenyl)-3-(4-(cyclobutylmethylcarbamoyl)-3-methoxy-phenyl)-5-methyl-1H-pyrrole-2-carboxamide NC1=CC(=C(C=C1)C=1C(=C(NC1C)C(=O)N)C1=CC(=C(C=C1)C(NCC1CCC1)=O)OC)C